(R)-(1-((4-bromo-3-methylphenyl)sulfonyl)pyrrolidin-2-yl)methanol BrC1=C(C=C(C=C1)S(=O)(=O)N1[C@H](CCC1)CO)C